N-((5-phenylthiazol-2-yl)methyl)-4-methylaniline C1(=CC=CC=C1)C1=CN=C(S1)CNC1=CC=C(C=C1)C